BrC1=C(C(=C(C2=CC=CC=C12)Br)OC)OC 1,4-dibromo-2,3-dimethoxynaphthalene